FC1=C(CN2[C@@H](CCC2=O)CC(=O)NC(C(=O)NC2=CC=C(C=C2)C(F)(F)F)C(C)C)C=CC=C1F 2-(2-((S)-1-(2,3-Difluorobenzyl)-5-oxopyrrolidin-2-yl)acetamido)-3-methyl-N-(4-(trifluoromethyl)phenyl)butanamide